2-(((2-(4-(2-hydroxyethyl)piperazin-1-yl)ethyl)amino)methylene)-5-(quinolin-4-yl)cyclohexane-1,3-dione OCCN1CCN(CC1)CCNC=C1C(CC(CC1=O)C1=CC=NC2=CC=CC=C12)=O